1-isopropyl-N-[3-methyl-6-(4-nitrophenyl)-1H-pyrazolo[3,4-d]Pyrimidin-4-yl]Azetidin-3-amine C(C)(C)N1CC(C1)NC1=C2C(=NC(=N1)C1=CC=C(C=C1)[N+](=O)[O-])NN=C2C